CC(=O)SC[C@@H](C(=O)NCC(=O)O)NC(=O)CC[C@@H](C(=O)O)N The molecule is an S-acylglutathione in which the S-acyl group is specified as acetyl. It has a role as an anti-HSV-1 agent and an apoptosis inducer.